ClC=1C(=CC2=C(NC(=N2)[C@@H](CC(=O)N)C2=CC=C(C=C2)S(=O)(=O)CC2CC2)C1)C1=C(C=CC=C1)OC(C)C (S)-3-(6-chloro-5-(2-isopropoxyphenyl)-1H-benzo[d]imidazol-2-yl)-3-(4-((cyclopropylmethyl)sulfonyl)phenyl)propanamide